N[C@@H]1[C@H]2CC[C@@H](C1)N2C=2N(C(C1=C(N2)NC=C1C1=C(C2=CN(N=C2C=C1)C)Cl)=O)C |r| 2-(Rac-(1R,2S,4S)-2-amino-7-azabicyclo[2.2.1]heptan-7-yl)-5-(4-chloro-2-methyl-2H-indazol-5-yl)-3-methyl-3,7-dihydro-4H-pyrrolo[2,3-d]pyrimidin-4-one